ClC=1C(=C(C=CC1)O)C1=C(C2=C(CN3[C@@H](CO2)CNCC3)C=C1C#C)Cl 3-chloro-2-[(12aR)-10-chloro-8-ethynyl-1,2,3,4,12,12a-hexahydro-6H-pyrazino[2,1-c][1,4]benzooxazepin-9-yl]phenol